ClC=1C(=CC(=C(C(=O)Cl)C1)OC1=C(C=C(C=C1)OC(F)(F)F)F)C(F)(F)F 5-Chloro-2-(2-fluoro-4-(trifluoromethoxy)phenoxy)-4-(trifluoromethyl)benzoyl chloride